C(CC(C)C)I iso-pentyl iodide